CC1(CC=C(CC1)C1=NC(=CC=C1NC(=O)C=1NC(=CN1)C#N)C1CC2CCC(C1)N2C(C)C)C 5-Cyano-1H-imidazole-2-carboxylic acid [2-(4,4-dimethyl-cyclohex-1-enyl)-6-(8-isopropyl-8-aza-bicyclo[3.2.1]oct-3-yl)-pyridin-3-yl]-amide